BrC1=CC=C(C=C1)[C@H](C)NC=1N=CC2=C(N1)N(C(C=C2)=O)[C@@H](C)C(C)C 2-{[(1S)-1-(4-Bromophenyl)ethyl]amino}-8-[(2S)-3-methylbutan-2-yl]pyrido[2,3-d]pyrimidin-7(8H)-on